N-(4,4-difluorocyclohexyl)-7-(trans-2-((tetrahydro-2H-pyran-4-ylmethyl)-amino)cyclopropyl)-2,3-dihydro-1-benzofuran-5-carboxamide FC1(CCC(CC1)NC(=O)C=1C=C(C2=C(CCO2)C1)[C@H]1[C@@H](C1)NCC1CCOCC1)F